2-phenyl-3-(1-phenylvinyl)-1-p-tolylaziridine C1(=CC=CC=C1)C1N(C1C(=C)C1=CC=CC=C1)C1=CC=C(C=C1)C